C1(=CC=CC=C1)C(=NN)Cl Benzenecarbohydrazonoyl chloride